4-vinyl-1,4-dihydro-2H-benzo[d][1,3]oxazine-2-one C(=C)C1C2=C(NC(O1)=O)C=CC=C2